The molecule is a 3-acyl-sn-glycerol that has octadecanoyl (stearoyl) as the 3-acyl group. It is a 1-monostearoylglycerol and a 3-acyl-sn-glycerol. It is an enantiomer of a 1-stearoyl-sn-glycerol. CCCCCCCCCCCCCCCCCC(=O)OC[C@@H](CO)O